1,3,4,8,8-pentamethyloctahydro-1H-3,9a-methanobenzo[c]oxepine CC1OC2(C(CC3C1(CC(CC3)(C)C)C2)C)C